CC(CCCCC)(NC=1SC(=NN1)NC(CCCCC)(C)C)C 2,5-bis(dimethylhexylamino)-1,3,4-thiadiazole